N(=[N+]=[N-])CC(C)C1=CC(=CC=C1)[N+](=O)[O-] 1-(2-azido-1-methyl-ethyl)-3-nitro-benzene